ClC1=C(C=C(C(=C1)C(=O)NC=1C=NC(=C(C1)Cl)N1N=CC=N1)F)C1=C(C=C(C=C1)F)I 2-chloro-N-(5-chloro-6-(2H-1,2,3-triazol-2-yl)pyridin-3-yl)-4',5-difluoro-2'-iodo-[1,1'-biphenyl]-4-carboxamide